C(CC(O)(C(=O)OCCOC(C(=C)C)=O)CC(=O)OCCOC(C(=C)C)=O)(=O)OCCOC(C(=C)C)=O tri(2-(methacryloyloxy)ethyl) citrate